3-phenylpropyl-5-chloro-6-piperazin-1-yl-pyridine-3-carboxylate hydrochloride Cl.C1(=CC=CC=C1)CCCOC(=O)C=1C=NC(=C(C1)Cl)N1CCNCC1